6-Methoxy-2-nitropyridin-3-ol COC1=CC=C(C(=N1)[N+](=O)[O-])O